5-chloro-2-(3,4-dimethoxyphenyl)-3,7-dimethyl-3H-imidazo[4,5-b]pyridine ClC1=CC(=C2C(=N1)N(C(=N2)C2=CC(=C(C=C2)OC)OC)C)C